4-(2,2-difluorocyclopropyl)-1-tetrahydropyran-2-yl-pyrazole FC1(C(C1)C=1C=NN(C1)C1OCCCC1)F